C(C)(C)(C)OC(=O)N1C(C2=C(C(C1)CCC(OC)OC)N(C=C2NC2=C(C(=CC=C2)F)OC)C2=C(C=NC=C2)OCCCN)=O [3-(3-aminopropoxy)-4-pyridinyl]-7-(3,3-dimethoxypropyl)-3-(3-fluoro-2-methoxy-anilino)-4-oxo-6,7-dihydro-1H-pyrrolo[3,2-c]pyridine-5-carboxylic acid tert-butyl ester